3-((difluoromethyl)thio)pyridin-2-amine FC(SC=1C(=NC=CC1)N)F